C(C)O/C=C/C(=O)Cl (e)-3-ethoxyprop-2-enoyl chloride